The molecule is an N-arylpiperazine that is piperazine in which the hydrogen attached to the nitrogen at position 1 is replaced by a 6-methoxy-7-[3-(piperidin-1-yl)propoxy]quinazolin-4-yl group, while the hydrogen attached to the nitrogen at position 4 is replaced by a (p-isopropoxyphenyl)aminocarbonyl group. Tandutinib is an inhibitor of tyrosine kinases FLT3, PDGFR and KIT. It has a role as an antineoplastic agent and an EC 2.7.10.1 (receptor protein-tyrosine kinase) inhibitor. It is a N-carbamoylpiperazine, a N-arylpiperazine, a member of quinazolines, a member of piperidines, an aromatic ether, a tertiary amino compound and a member of phenylureas. CC(C)OC1=CC=C(C=C1)NC(=O)N2CCN(CC2)C3=NC=NC4=CC(=C(C=C43)OC)OCCCN5CCCCC5